7-oxo-6H,7H-[1,3]thiazolo[4,5-d]pyrimidine O=C1C2=C(N=CN1)N=CS2